4-fluoro-6-methyl-phenol FC1=CC=C(C(=C1)C)O